C(CCCCCNC(CCC1=CC(=C(C(=C1)C(C)(C)C)O)C(C)(C)C)=O)NC(CCC1=CC(=C(C(=C1)C(C)(C)C)O)C(C)(C)C)=O N,N'-1,6-hexylene-bis[3-(3,5-di-tert-butyl-4-hydroxyl-Phenyl)propionamide]